6-FLUORO-1H-BENZOIMIDAZOLE-2-CARBALDEHYDE FC=1C=CC2=C(NC(=N2)C=O)C1